NC=1C(=CC(=NC1)C(=O)N(C)C)N1CCC(CC1)OC1=C(C=C(C=C1)F)F 5-amino-4-(4-(2,4-difluorophenoxy)piperidin-1-yl)-N,N-dimethylpyridinecarboxamide